Boc-D-pipecolic acid CC(C)(C)OC(=O)N1CCCC[C@@H]1C(=O)O